ClC1=C(C=C(C#N)C=C1)C(=O)C1=C(N=C(S1)N1CCOCC1)C 4-chloro-3-(4-methyl-2-morpholin-4-yl-1,3-thiazole-5-carbonyl)benzonitrile